The molecule is a beta-alanine derivative that is the amide obtained by formal condensation of the carboxy group of beta-alanine with the amino group of 2-naphthylamine. It has a role as a chromogenic compound. It is a N-(2-naphthyl)carboxamide, an amino acid amide and a beta-alanine derivative. C1=CC=C2C=C(C=CC2=C1)NC(=O)CCN